C(C)(C)(C)OC(CN1C(=NC2=C1C=CC=C2)C)=O 1-[2-(tert-butoxy)-2-oxoethyl]-2-methyl-1H-1,3-benzodiazole